ClCCN1C=C(C=2C1=C(N=CC2)O)C2=CC(=C1C=CN(C1=C2)CC2=C(C=CC=C2C)C)NS(=O)(=O)CC N-(6-(1-(2-chloroethyl)-7-hydroxy-1H-pyrrolo[2,3-c]pyridin-3-yl)-1-(2,6-dimethylbenzyl)-1H-indol-4-yl)ethanesulfonamide